FC(S(=O)(=O)OC=1COC2(C1)CCN(CC2)C(=O)OC(C)(C)C)(F)F tert-butyl 3-(((trifluoromethyl)sulfonyl)oxy)-1-oxa-8-azaspiro[4.5]dec-3-ene-8-carboxylate